6-[1-(2-fluoro-4-nitro-phenyl)-4-piperidyl]-2-azaspiro[3.3]heptan-6-ol FC1=C(C=CC(=C1)[N+](=O)[O-])N1CCC(CC1)C1(CC2(CNC2)C1)O